tert-Butyl (2R,4S)-4-((2-(hydroxymethyl)pyrimidin-4-yl)oxy)-2-(trifluoromethyl)piperidine-1-carboxylate OCC1=NC=CC(=N1)O[C@@H]1C[C@@H](N(CC1)C(=O)OC(C)(C)C)C(F)(F)F